(S)-2-(Fmoc-amino)-3-(((benzyloxy)carbonyl)amino)propionic acid C(=O)(OCC1C2=CC=CC=C2C2=CC=CC=C12)N[C@H](C(=O)O)CNC(=O)OCC1=CC=CC=C1